FC(C(=O)O)(F)F.NCC(CC=1N(C(NN1)=O)C1=C(C=C(C=C1)C=1C=NN(C1)CC)F)=C(F)F [2-(aminomethyl)-3,3-difluoro-allyl]-4-[4-(1-ethylpyrazol-4-yl)-2-fluoro-phenyl]-1,2,4-triazol-3-one trifluoroacetate salt